(12aS)-10-chloro-11-methyl-9-(5-methyl-1H-indazol-4-yl)-6-oxo-3,4,6,11,12,12a-hexahydropyrazino[2,1-C][1,4]benzodiazepine-2(1H)-carboxylic acid tert-butyl ester C(C)(C)(C)OC(=O)N1C[C@@H]2CN(C3=C(C(N2CC1)=O)C=CC(=C3Cl)C3=C1C=NNC1=CC=C3C)C